NC=1C=C(C=C(C1)C(F)(F)F)[C@@H](C)NC1=NC(=NC2=C3C(=C(C=C12)N1CC2(COC2)C1)OC(C3)(C)C)C (R)-N-(1-(3-amino-5-(trifluoromethyl)phenyl)ethyl)-2,8,8-trimethyl-6-(2-oxa-6-azaspiro[3.3]heptan-6-yl)-8,9-dihydrofuro[2,3-h]quinazolin-4-amine